5-(1-(cyclohexylmethyl)piperidin-3-yl)-2-(2-methoxyphenyl)-2,4-dihydro-3H-1,2,4-triazol-3-one C1(CCCCC1)CN1CC(CCC1)C=1NC(N(N1)C1=C(C=CC=C1)OC)=O